C(C)OC1=CC=C(C=C1)C1=CN=CC(=N1)C(=O)NNCC=1C(=NC=C(C1)C(C)O)F 6-(4-ethoxyphenyl)-N'-((2-fluoro-5-(1-hydroxyethyl)pyridin-3-yl)methyl)pyrazine-2-carbohydrazide